C(=O)(OCC1C2=CC=CC=C2C2=CC=CC=C12)N[C@@H](CCCCN=[N+]=[N-])C(=O)O Fmoc-6-Azido-L-norleucine